CC1=CC2=C(C(N3[C@@H](CO2)C[C@@H](C3)OC3=NC=C2C=CC(NC2=C3)=O)=O)C(=C1)O[C@@H](C(F)(F)F)C (2S,11aR)-8-methyl-2-((2-oxo-1,2-dihydro-1,6-naphthyridin-7-yl)oxy)-6-(((R)-1,1,1-trifluoropropan-2-yl)oxy)-2,3,11,11a-tetrahydro-1H,5H-benzo[f]pyrrolo[2,1-c][1,4]oxazepine-5-on